N(C1=CC=CC=C1)CC(=O)O.N(C1=CC=CC=C1)[Na] anilinosodium anilinoacetate